4-formyl-5-(1-phenylethoxy)-1,3-phenylene bis(4-methylbenzene-sulfonate) CC1=CC=C(C=C1)S(=O)(=O)OC1=CC(=C(C(=C1)OC(C)C1=CC=CC=C1)C=O)OS(=O)(=O)C1=CC=C(C=C1)C